C(C)C1(CCS(CC1)(=O)=O)NC(=O)C=1N=C2N(C=C(C=C2)OC2=NC=C(C=C2OCC(F)(F)F)F)C1C N-(4-ethyl-1,1-dioxo-thian-4-yl)-6-[[5-fluoro-3-(2,2,2-trifluoroethoxy)-2-pyridyl]oxy]-3-methyl-imidazo[1,2-a]pyridine-2-carboxamide